tert-butyl 3-bromo-(6-(methoxymethyl))-2-hydroxybenzoate BrC=1C(=C(C(=O)OC(C)(C)C)C(=CC1)COC)O